FC(C1=CC=C(C=C1)NO)(F)F N-(4-trifluoromethylphenyl)hydroxylamine